C(C)C1(CNC2=C1N=CN=C2N)CC 7,7-diethyl-6,7-dihydro-5H-pyrrolo[3,2-d]pyrimidin-4-amine